N-[(2E)-1-[(6-chloropyridin-3-yl)methyl]pyridin-2(1H)-ylidene]-2,2,2-trifluoro-acetamide ClC1=CC=C(C=N1)CN1\C(\C=CC=C1)=N\C(C(F)(F)F)=O